disodium N-tris(hydroxymethyl)methylglycine OCC(NCC(=O)O)(CO)CO.[Na].[Na]